Cl.N(=NC(C)(C)C=1NC(CN1)C)C(C)(C)C=1NC(CN1)C 2,2'-azobis[2-(5-Methyl-2-imidazolin-2-yl)Propane] Hydrochloride